4-[2-[1-(2-naphthalen-1-ylethyl)imidazol-4-yl]pyridin-4-yl]-1H-triazole-5-carbonitrile C1=CC=C2C(=C1)C=CC=C2CCN3C=C(N=C3)C4=NC=CC(=C4)C5C(NNN5)C#N